S-(propan-2-yl-d7) (S)-6-diazo-2-((S)-2-(methoxy-d3)propanamido)-5-oxohexanethioate [N+](=[N-])=CC(CC[C@@H](C(SC(C([2H])([2H])[2H])(C([2H])([2H])[2H])[2H])=O)NC([C@H](C)OC([2H])([2H])[2H])=O)=O